4-bromo-2,5-dimethyl-pyrazolo[4,3-f]quinazoline-7,9-diol BrC=1C=2C(C=3C(=NC(=NC3C1C)O)O)=CN(N2)C